5-(cyclopentylmethyl)-7-propane-2-yl-pyrazolo[1,5-a]pyrimidine-2-carboxylic acid C1(CCCC1)CC1=NC=2N(C(=C1)C(C)C)N=C(C2)C(=O)O